3-[1-Oxo-5-[1-[(2-oxo-1-phenyl-indolin-6-yl)methyl]-4-piperidyl]isoindolin-2-yl]piperidine-2,6-dione O=C1N(CC2=CC(=CC=C12)C1CCN(CC1)CC1=CC=C2CC(N(C2=C1)C1=CC=CC=C1)=O)C1C(NC(CC1)=O)=O